4-(4-Chloro-phenyl)-6-methoxy-[2,2']bipyridinyl-5-carbonitrile ClC1=CC=C(C=C1)C1=CC(=NC(=C1C#N)OC)C1=NC=CC=C1